3-mercaptopiperazine SC1CNCCN1